(2S,4R)-1-[2-(1-ethyl-5-methyl-2-oxo-1,2-dihydropyridin-3-yl)acetyl]-4-fluoro-N-[(S)-[6-fluoro-5-(propan-2-yl)pyridin-2-yl](phenyl)methyl]pyrrolidine-2-carboxamide C(C)N1C(C(=CC(=C1)C)CC(=O)N1[C@@H](C[C@H](C1)F)C(=O)N[C@@H](C1=CC=CC=C1)C1=NC(=C(C=C1)C(C)C)F)=O